5-(4-chlorophenyl)-3-(2-(2,5-diphenylthiophen-3-yl)-3,3,4,4,5,5-hexafluorocyclopent-1-en-1-yl)-2-phenylthiophene ClC1=CC=C(C=C1)C1=CC(=C(S1)C1=CC=CC=C1)C1=C(C(C(C1(F)F)(F)F)(F)F)C1=C(SC(=C1)C1=CC=CC=C1)C1=CC=CC=C1